CC=1[Se]C=CC1 2-methyl-selenophene